FC(C1=CC=C(C=C1)NC=1C(=NC=CN1)N1CCN(CC1)CC#N)(F)F 2-(4-(3-((4-(trifluoromethyl)phenyl)amino)pyrazin-2-yl)piperazin-1-yl)acetonitrile